FC(CNC(OC(C)(C)C)=O)(COC1=CC=NC2=CC(=C(C=C12)[N+](=O)[O-])C)F tert-butyl (2,2-difluoro-3-((7-methyl-6-nitroquinolin-4-yl)oxy)propyl)carbamate